tert-butyl 4-amino-N-butyrate NCCCC(=O)OC(C)(C)C